3-(2-(difluoromethoxy)-6-methoxypyridin-3-yl)-1-(2-isopropylphenyl)-1-(1-(oxetan-3-yl)piperidin-4-yl)urea FC(OC1=NC(=CC=C1NC(N(C1CCN(CC1)C1COC1)C1=C(C=CC=C1)C(C)C)=O)OC)F